NC1=NN(C(=N1)N)C[Si](OC)(OC)OC 3,5-diamino-1-[1-(trimethoxysilyl)methyl]-1,2,4-triazole